Valine Dihydrochloride Cl.Cl.N[C@@H](C(C)C)C(=O)O